2,2-diaminoethanol NC(CO)N